(1R,7S,8r)-Benzyl 8-(azidocarbonyl)-4-azabicyclo[5.1.0]octane-4-carboxylate N(=[N+]=[N-])C(=O)C1[C@H]2CCN(CC[C@@H]12)C(=O)OCC1=CC=CC=C1